3-(3-(5-cyclobutoxy-2-fluorophenyl)-2,3,4,5-tetrahydro-1H-benzo[d]azepin-7-yl)propionic acid C1(CCC1)OC=1C=CC(=C(C1)N1CCC2=C(CC1)C=C(C=C2)CCC(=O)O)F